ClC1=CC=CC=2NC3=CC=CC(=C3C12)Cl 4,5-Dichlorocarbazole